6-Chloro-2,3,4,9-tetrahydro-1H-carbazole-1-carboxamide ClC=1C=C2C=3CCCC(C3NC2=CC1)C(=O)N